N1CC(C1)NC1=NC=CC(=C1)C1=CC=C(C=C1)S(=O)(=O)[C@@H]1CC[C@H](CC1)NC1=NC=C(C=C1)C(F)(F)F N-(azetidin-3-yl)-4-(4-((trans-4-((5-(trifluoromethyl)pyridin-2-yl)amino)cyclohexyl)sulfonyl)phenyl)pyridin-2-amine